NC1=C(C=C(C=C1C)C[C@H](C(=O)OC)NC(=O)OCC1=CC=CC=C1)C methyl (2R)-3-(4-amino-3,5-dimethylphenyl)-2-(benzyloxycarbonylamino)propanoate